NCCN1CCN(CC1)C(=O)OCCCC Z-Butyl 4-(2-aminoethyl)piperazine-1-carboxylate